[1-[[(5R)-2-[4-[5-(9-Aminononylamino)pyrimidin-2-yl]-1-piperidyl]-5-oxo-6,7-dihydrothieno[3,2-d]pyrimidin-4-yl]amino]cyclobutyl]methanol NCCCCCCCCCNC=1C=NC(=NC1)C1CCN(CC1)C=1N=C(C2=C(N1)CC[S@]2=O)NC2(CCC2)CO